4-(4-aminobutoxy)-N-(3,5-bis(trifluoromethyl)phenyl)-2,6-dimethylbenzene-sulfonamide NCCCCOC1=CC(=C(C(=C1)C)S(=O)(=O)NC1=CC(=CC(=C1)C(F)(F)F)C(F)(F)F)C